C(C)(C)(C)OC(=O)N1CCN(CC1)C=1C(=CC2=C(C(C=3NC4=CC(=CC=C4C3C2=O)C#C)(C)C)C1)Cl 4-(9-chloro-3-ethynyl-6,6-dimethyl-11-oxo-6,11-dihydro-5H-benzo[b]Carbazol-8-yl)piperazine-1-carboxylic acid tert-butyl ester